1,1'-bicyclohexane C1(CCCCC1)C1CCCCC1